ClC=1C=C(C=CC1F)NC1=NC=NC2=CC(=CC=C12)C(=O)NCCCNC=1C2=CC=CC=C2N=C2CCCCC12 4-((3-chloro-4-fluorophenyl)amino)-N-(3-((1,2,3,4-tetrahydroacridin-9-yl)amino)propyl)quinazoline-7-carboxamide